C(N)(=O)C=1C=C(C=CC1F)NC(=O)[C@H]1O[C@@]([C@@H]([C@@H]1C1=C(C(=C(C=C1)F)F)OC)C)(C(F)(F)F)C (2S,3R,4R,5S)-N-(3-Carbamoyl-4-fluoro-phenyl)-3-(3,4-Difluoro-2-methoxy-phenyl)-4,5-dimethyl-5-(trifluoromethyl)tetrahydrofuran-2-carboxamid